C(CCC)N1C(=NC2=C1C=CC=C2NC2CCCCC2)C2=CC=CC1=CC=CC=C21 1-Butyl-N-cyclohexyl-2-(naphthalen-1-yl)-1H-benzo[d]imidazol-4-amine